5-Chloro-6,7-difluoro-N-((3S,4S)-4-methoxypyrrolidin-3-yl)-1H-indole-2-carboxamide ClC=1C=C2C=C(NC2=C(C1F)F)C(=O)N[C@H]1CNC[C@@H]1OC